C(CC)N(CCC1=CNC2=CC=CC(=C12)CC(=O)O)CCC.BrCC1=C(C(=CC(=C1)C(F)(F)F)[N+](=O)[O-])Cl (bromomethyl)-2-chloro-3-nitro-5-(trifluoromethyl)benzene [3-[2-(dipropylamino)ethyl]-1H-indol-4-yl]acetate